2,4,6-triiodoisophthalamide IC1=C(C(=O)N)C(=CC(=C1C(=O)N)I)I